ClC1=NC=C2C=CC(=NC2=C1)C(C)(O)C1CCN(CC1)C(=O)OC(C)(C)C tert-butyl 4-[1-(7-chloro-1,6-naphthyridin-2-yl)-1-hydroxyethyl]piperidine-1-carboxylate